C(C1=CC=CC=C1)OC=1C=C2C3=C(NC2=CC1)C=NC(=C3COC)C(=O)N 6-benzyloxy-4-(methoxymethyl)-9H-pyrido[3,4-b]indole-3-carboxamide